N1=NC=CC=C1C(=O)NN Pyridazine-6-carbonyl-hydrazine